methyl 2-((2-chloro-6-methyl-5-nitropyrimidin-4-yl) (methyl) amino)-2-cyclopropylacetate ClC1=NC(=C(C(=N1)N(C(C(=O)OC)C1CC1)C)[N+](=O)[O-])C